Ethyl-8-amino-1,4-dioxaspiro[4.5]decan-8-carboxylat C(C)OC(=O)C1(CCC2(OCCO2)CC1)N